3-bromo-N-(4-methoxybenzyl)-N-methyl-4-((3-(Pentafluoro-λ6-sulfanyl)phenyl)amino)benzenesulfonamide BrC=1C=C(C=CC1NC1=CC(=CC=C1)S(F)(F)(F)(F)F)S(=O)(=O)N(C)CC1=CC=C(C=C1)OC